N-(2-((4-(2-(Bis((1-methyl-1H-indazol-5-yl)methyl)amino)ethyl)phenyl)carbamoyl)-4,5-dimethoxyphenyl)-4-oxo-4H-chromene-2-carboxamide CN1N=CC2=CC(=CC=C12)CN(CCC1=CC=C(C=C1)NC(=O)C1=C(C=C(C(=C1)OC)OC)NC(=O)C=1OC2=CC=CC=C2C(C1)=O)CC=1C=C2C=NN(C2=CC1)C